BrC=1C=C(C2=CC=C(C=C2C1)Br)CO[Si](C)(C)OCC1=CC(=CC2=CC(=CC=C12)Br)Br bis[3,6-dibromo-1-naphthylmethoxy]-dimethylsilane